3-((2,2-difluorovinyl)oxy)-7-ethoxy-4,6-difluorodibenzo[b,d]furan FC(=COC=1C=CC2=C(OC3=C2C=CC(=C3F)OCC)C1F)F